3-(3-ethyl-7-((3-fluoro-1-methylpiperidin-4-yl)amino)benzofuran-2-yl)prop-2-yn C(C)C1=C(OC2=C1C=CC=C2NC2C(CN(CC2)C)F)C#CC